N1(CCN(CC1)C(=O)O[C@@]1(C(OCC=2C(N3CC=4C(=NC=5C=CC(=CC5C4)OC)C3=CC21)=O)=O)CC)C(=O)OC(C)(C)C (S)-1-(tert-butyl) 4-(4-ethyl-9-methoxy-3,14-dioxo-3,4,12,14-tetrahydro-1H-pyrano[3',4':6,7]indolizino[1,2-b]quinolin-4-yl) piperazine-1,4-dicarboxylate